(E)-3-(5-chloro-2-(1H-1,2,4-triazol-1-yl)phenyl)acrylic acid tert-butyl ester C(C)(C)(C)OC(\C=C\C1=C(C=CC(=C1)Cl)N1N=CN=C1)=O